7-(3,6-dihydro-2H-pyran-4-yl)isoquinoline-3-carboxylic acid methyl ester COC(=O)C=1N=CC2=CC(=CC=C2C1)C=1CCOCC1